C1(CCC(CC1)CCCC(=O)O)CCCC(=O)O 4-cyclohexanedibutyric acid